F[Si](CCCC#N)(CCC)CCC 4-[fluoro(di-n-propyl)silyl]butanenitrile